CC1=NC2=C(N1)C(=C(C=C2)C)CN 1-(2,6-Dimethyl-1H-1,3-benzodiazol-7-yl)methanamine